2-(1-(cyclopropylmethyl)-1,2,3,4-tetrahydroquinolin-7-yl)-6,7-dimethoxy-4-(piperidine-1-carbonyl)isoquinolin-1(2H)-one C1(CC1)CN1CCCC2=CC=C(C=C12)N1C(C2=CC(=C(C=C2C(=C1)C(=O)N1CCCCC1)OC)OC)=O